N(=[N+]=[N-])CCOCCOCCOCCN[C@@H]1C[C@H](CC1)NC1=CC(=NC=2N1N=CC2)C(CC)CC (1S,3S)-N1-[2-[2-[2-(2-azidoethoxy)ethoxy]ethoxy]ethyl]-N3-[5-(1-ethylpropyl)pyrazolo[1,5-a]pyrimidin-7-yl]cyclopentane-1,3-diamine